(l)-4-(2-(4-acryloylpiperazin-1-yl)-2-oxoethyl)-6-anilino-2-(3,4,5-trimethoxyanilino)pyrido[2,3-b]Pyrazine C(C=C)(=O)N1CCN(CC1)C(CN1C2=C(N=C(C1)NC1=CC(=C(C(=C1)OC)OC)OC)C=CC(=N2)NC2=CC=CC=C2)=O